((R)-3-benzyl-5-(hydroxymethyl)imidazolidin-1-yl)((R)-1-tritylazetidin-2-yl)methanone C(C1=CC=CC=C1)N1CN([C@H](C1)CO)C(=O)[C@@H]1N(CC1)C(C1=CC=CC=C1)(C1=CC=CC=C1)C1=CC=CC=C1